3-(acryloyloxymethyl)-2-trifluoromethyloxy-butane C(C=C)(=O)OCC(C(C)OC(F)(F)F)C